COC(C1=C(C=CC=C1)C1=NC(=NC=C1C)NC=1C=NN(C1)C1CNCCC1)=O (5-methyl-2-((1-(piperidin-3-yl)-1H-pyrazol-4-yl)amino)pyrimidin-4-yl)benzoic acid methyl ester